O=C1N(CCC(N1)=O)N1N=CC2=CC=CC=C12 (2,4-dioxotetrahydropyrimidin-1(2H)-yl)-1H-indazol